1-(3,5-bis(trifluoromethyl)phenyl)-1H-pyrazol-3-ol FC(C=1C=C(C=C(C1)C(F)(F)F)N1N=C(C=C1)O)(F)F